4-chloro-N-(1-(3-chloro-2-hydroxyphenyl)naphthalen-2-yl)benzamide ClC1=CC=C(C(=O)NC2=C(C3=CC=CC=C3C=C2)C2=C(C(=CC=C2)Cl)O)C=C1